1-tridecyl-2-methylbenzimidazole C(CCCCCCCCCCCC)N1C(=NC2=C1C=CC=C2)C